BrC=1C=C(C2=CN(N=C2C1)[C@@H](C(=O)OCC)C1=C2N(C(N1)=S)C[C@@H](C2)F)Cl |&1:10| rac-ethyl 2-(6-bromo-4-chloro-2H-indazol-2-yl)-2-((R)-6-fluoro-3-thioxo-2,5,6,7-tetrahydro-3H-pyrrolo[1,2-c]imidazol-1-yl)acetate